(S)-2,2-dimethyl-N-(3-oxo-1-phenyl-3-(phenylamino)propyl)butanamide tert-butyl-(R*)-2-ethynyl-4-oxopiperidine-1-carboxylate C(C)(C)(C)OC(=O)N1[C@H](CC(CC1)=O)C#C.CC(C(=O)N[C@@H](CC(NC1=CC=CC=C1)=O)C1=CC=CC=C1)(CC)C |o1:8|